C(CCCCC)C1=NC(=CC=C1C(=O)O)CCCO hexyl-6-3-hydroxypropyl-3-carboxypyridine